cis-3-methyl-4-(4-(trifluoromethyl)phenyl)piperidine C[C@@H]1CNCC[C@@H]1C1=CC=C(C=C1)C(F)(F)F